acryloylchloride glycidyl-methacrylate ethyl-4-amino-5-methyl-1-(tetrahydro-2H-pyran-2-yl)-1H-pyrazole-3-carboxylate C(C)OC(=O)C1=NN(C(=C1N)C)C1OCCCC1.C(C1CO1)OC(C(=C)C)=O.C(C=C)(=O)Cl